O1C[C@@H](CC1)OC1=CC=C(C=N1)C=O (R)-6-((tetrahydrofuran-3-yl)oxy)-3-pyridinecarboxaldehyde